[NH4+].C(C)(=O)[O-].C(C)(=O)[O-].C(CN)N.[NH4+] ethylenediamine diacetate ammonium